2-(4-(4-methyl-1-piperazinyl)phenylamino)-8-phenylamino-9-(N-acryloyl-3-azetidinyl)-9H-purine CN1CCN(CC1)C1=CC=C(C=C1)NC1=NC=C2N=C(N(C2=N1)C1CN(C1)C(C=C)=O)NC1=CC=CC=C1